C(C=C)(=O)N1CCN(CC1)C1(CCOCC1)C=1C=CC(=NC1)[C@H](C)NC=1N=CC2=C(N1)N(CC=C2)C(C)C 2-{[(1S)-1-{5-[4-(4-acryloylpiperazin-1-yl)tetrahydro-2H-pyran-4-yl]Pyridin-2-yl}ethyl]Amino}-8-(prop-2-yl)pyrido[2,3-d]Pyrimidin